1-cyclopentyl-6-(4-carboxyphenyl)-3-methylpyrimidine C1(CCCC1)N1CN(CC=C1C1=CC=C(C=C1)C(=O)O)C